nonan-1,4-olide C1(CCC(CCCCC)O1)=O